7-chloro-8-fluoro-5H-isochromeno[3,4-d]thiazole ClC=1C(=CC2=C(C1)COC=1N=CSC12)F